tert-Butyl 6-(3-oxa-8-azabicyclo[3.2.1]octan-8-yl)quinoline-4-carboxylate C12COCC(CC1)N2C=2C=C1C(=CC=NC1=CC2)C(=O)OC(C)(C)C